2-[2-(2-fluoroethoxy)ethoxy]ethyl 4-methylbenzene-1-sulfonate CC1=CC=C(C=C1)S(=O)(=O)OCCOCCOCCF